(1S,3S,5S)-2-(2-(3-acetyl-5-(2-methylpyrimidin-5-yl)-1H-indazol-1-yl)acetyl)-N-(6-bromo-3-methylpyridin-2-yl)-5-methyl-2-azabicyclo[3.1.0]hexane-3-carboxamide C(C)(=O)C1=NN(C2=CC=C(C=C12)C=1C=NC(=NC1)C)CC(=O)N1[C@H]2C[C@]2(C[C@H]1C(=O)NC1=NC(=CC=C1C)Br)C